NC=1C=CC=2C(NC(C3=CC=CC1C23)(C)C)(C)C 6-amino-1,1,3,3-tetramethyl-1H-benzo[de]isoquinoline